C(C#C)[N+](C)(C)C[B-](F)(F)F N-propargyl-N,N-dimethylammoniomethyl-trifluoroborate